N-[3-[(carboxymethyl)amino]-5-hydroxy-5-(hydroxymethyl)-2-methoxy-2-cyclohexen-1-ylidene]-L-serine C(=O)(O)CNC1=C(C(CC(C1)(CO)O)=N[C@@H](CO)C(=O)O)OC